N,N-bis([1,1':4',1''-terphenyl]-4-yl)-6-phenylbenzo[b]naphtho[1,2-d]furan-8-amine C1(=CC=C(C=C1)N(C=1C=CC=C2C1OC1=C2C=2C=CC=CC2C=C1C1=CC=CC=C1)C1=CC=C(C=C1)C1=CC=C(C=C1)C1=CC=CC=C1)C1=CC=C(C=C1)C1=CC=CC=C1